C12(CCC3=CC=CC(=C13)N)CCC1=CC=CC(=C12)N 1,1'-Spirobiindane-7,7'-diamine